COC1=C(CNCC#C)C=CC=C1 (2-methoxybenzyl)(propargyl)amine